C(C)(C)(C)OC(=O)N1CCC(CC1)C=1C=C2C(=C(NC2=CC1)C=1C=C(C=2N(C1)C=C(N2)C(N(C)C)=O)OC)C(C)C 4-(2-(2-(dimethylcarbamoyl)-8-methoxyimidazo[1,2-a]pyridin-6-yl)-3-isopropyl-1H-indol-5-yl)piperidine-1-carboxylic acid tert-butyl ester